C(C1=CC=CC=C1)OP(=O)(OCC1=CC=CC=C1)OC[C@H]1N(CCC1)C(=O)OCOC(C[C@H](CC)C1=CC(=C(C=C1)N(CC(C)C)CC(C)C)NC(=O)NC1=CC=C(C=C1)C)=O (S)-(((S)-3-(4-(diisobutylamino)-3-(3-(p-tolyl)ureido)phenyl) pentanoyl)oxy)methyl 2-(((bis(benzyloxy)phosphoryl)oxy)methyl)pyrrolidine-1-carboxylate